N-[[6-(2-Chlorophenoxy)-2-pyridyl]sulfonyl]-2-(2,2,4-trimethylpyrrolidin-1-yl)pyridin-3-carboxamid ClC1=C(OC2=CC=CC(=N2)S(=O)(=O)NC(=O)C=2C(=NC=CC2)N2C(CC(C2)C)(C)C)C=CC=C1